ClC1=CC=C(C=C1)C1=N[C@H](C=2N(C3=C1C(=C(S3)C)C)C(=NN2)C)CC(=O)NCC=O (S)-2-(4-(4-chlorophenyl)-2,3,9-trimethyl-6H-thieno[3,2-f][1,2,4]triazolo[4,3-a][1,4]diazepin-6-yl)-N-(2-oxo-ethyl)acetamide